(2'R)-Guanosine [C@@H]1([C@H](O)[C@H](O)[C@@H](CO)O1)N1C=NC=2C(=O)NC(N)=NC12